C(C)(C)(C)N(C(O)=O)C1=C(C=C(C=C1)C1=CC=C(C=C1)F)NC(C1=CC=C(C=C1)S(=O)(=NC(=O)OC(C)(C)C)C=1C=NC(=NC1)O)=O.ClC1=C(CN2CCNCC2)C=CC(=C1OC)OC 1-(2-chloro-3,4-dimethoxybenzyl)piperazine tert-butyl-(3-(4-(N-(tert-butoxycarbonyl)-2-hydroxypyrimidine-5-sulfonimidoyl)benzamido)-4'-fluoro-[1,1'-biphenyl]-4-yl)carbamate